(9,9-dimethylfluoren-3-yl)(9-phenyl-9H-carbazol-3-yl)(1,1':3',1''-terbenzene-5'-yl)amine CC1(C2=CC=CC=C2C=2C=C(C=CC12)N(C=1C=C(C=C(C1)C1=CC=CC=C1)C1=CC=CC=C1)C=1C=CC=2N(C3=CC=CC=C3C2C1)C1=CC=CC=C1)C